4-CHLORO-3-ISOBUTOXYPHENYLBORONIC ACID ClC1=C(C=C(C=C1)B(O)O)OCC(C)C